7-(5-Fluoropyridin-2-yl)-N-((6-methylpyridazin-3-yl)methyl)-4-((tetrahydro-2H-pyran-4-yl)methyl)phthalazin-1-amin FC=1C=CC(=NC1)C1=CC=C2C(=NN=C(C2=C1)NCC=1N=NC(=CC1)C)CC1CCOCC1